thiazolyl-benzoyl-piperidine tert-butyl-5-cyclopropyl-4-formyl-7-methyl-1H-indole-1-carboxylate C(C)(C)(C)OC(=O)N1C=CC2=C(C(=CC(=C12)C)C1CC1)C=O.S1C(=NC=C1)C1N(CCCC1)C(C1=CC=CC=C1)=O